1-((5,6-di(benzyloxy)pyrimidin-4-yl)methyl)-3-isopropyl-4-(4-((4-(morpholine-4-carbonyl)phenyl)ethynyl)phenyl)imidazolin-2-one C(C1=CC=CC=C1)OC=1C(=NC=NC1OCC1=CC=CC=C1)CN1C(N(C(C1)C1=CC=C(C=C1)C#CC1=CC=C(C=C1)C(=O)N1CCOCC1)C(C)C)=O